NC1=C(C=C(C=N1)C=1C=NN(C1)C1CCC(CC1)CN1CCN(CC1)C=1C=C2CN(CC2=CC1F)C1C(NC(CC1)=O)=O)O[C@H](C)C1=C(C(=CC=C1Cl)F)Cl 5-(4-((4-(4-(6-amino-5-((R)-1-(2,6-dichloro-3-fluorophenyl)ethoxy)pyridin-3-yl)-1H-pyrazol-1-yl)cyclohexyl)methyl)piperazin-1-yl)-2-(2,6-dioxopiperidin-3-yl)-6-fluoroisoindoline